BrC1=CC=CC(=N1)C1=CCN(CC1)C(=O)OC(C)(C)C tert-butyl 6-bromo-5',6'-dihydro-[2,4'-bipyridine]-1'(2'H)-carboxylate